N1(CCC2(CC1)CCC1=CC=CC=C12)C1=CC(=NC(=N1)C(F)(F)F)N1CC(C1)N1CCN(CC1)C(=O)OC(C)(C)C tert-Butyl 4-(1-(6-(2,3-dihydrospiro[indene-1,4'-piperidin]-1'-yl)-2-(trifluoromethyl)pyrimidin-4-yl)azetidin-3-yl)piperazine-1-carboxylate